N-[1-methyl-3-(trifluoromethyl)indol-5-yl]butanamide CN1C=C(C2=CC(=CC=C12)NC(CCC)=O)C(F)(F)F